6-chloro-N-(3-fluoro-4-methoxybenzyl)-2-(isopropylamino)-3-nitrobenzamide ClC1=CC=C(C(=C1C(=O)NCC1=CC(=C(C=C1)OC)F)NC(C)C)[N+](=O)[O-]